NC1=NN2C(C=C(C=C2)C=2C(=CC(=C(C(=O)[O-])C2)C)Cl)=N1.[Li+] lithium 5-(2-amino-[1,2,4]triazolo[1,5-a]pyridin-7-yl)-4-chloro-2-methylbenzoate